C(C1=CC=CC=C1)OC1=NC(=CC=C1)Cl 2-(benzyloxy)-6-chloropyridine